N-(1,2-dioleoyloxy-propan-3-yl)-N,N-dimethyl-N-hydroxyethyl-ammonium bromide [Br-].C(CCCCCCC\C=C/CCCCCCCC)(=O)OCC(C[N+](CCO)(C)C)OC(CCCCCCC\C=C/CCCCCCCC)=O